ethyl-cyclopropane-1-carboxylic acid C(C)C1(CC1)C(=O)O